Pentanedioic acid tert-butyl chloromethyl ester ClCOC(CCCC(=O)OC(C)(C)C)=O